C(C)(C)(C)OC(=O)N1CCC(CC1)NC1=CC=NC2=C(C=CC=C12)C 4-((8-Methylquinolin-4-yl)amino)piperidine-1-carboxylic acid tert-butyl ester